(Z)-3-(5-((2-(4-(2-(4-(1-(4-hydroxyphenyl)-2-phenylbut-1-en-1-yl)phenoxy)ethyl)piperazin-1-yl)pyrimidin-5-yl)oxy)-1-oxoisoindolin-2-yl)piperidine-2,6-dione OC1=CC=C(C=C1)/C(=C(\CC)/C1=CC=CC=C1)/C1=CC=C(OCCN2CCN(CC2)C2=NC=C(C=N2)OC=2C=C3CN(C(C3=CC2)=O)C2C(NC(CC2)=O)=O)C=C1